N1=CC=CC=C1.[Cu+2] Copper (II) pyridine